2-ethylhexyl 4-(dimethyl-amino)-benzoate CN(C1=CC=C(C(=O)OCC(CCCC)CC)C=C1)C